ClC=1C(=CC(=NC1)C)N1N=CC(=C1C(F)(F)F)C(=O)NC=1C=NC(=C(C1)Cl)N1N=CC=N1 1-(5-chloro-2-methylpyridin-4-yl)-N-(5-chloro-6-(2H-1,2,3-triazol-2-yl)pyridin-3-yl)-5-(trifluoromethyl)-1H-pyrazole-4-carboxamide